C(C)(C)(C)C1(C=2OC(C=3SC(=CC3C2COC1)C1=C(C=NC=C1)F)=O)O 10-tert-butyl-4-(3-fluoro-4-pyridyl)-10-hydroxy-8,12-dioxa-5-thiatricyclo[7.4.0.02,6]trideca-1(9),2(6),3-trien-7-one